FC1=C(C(=C(C(=C1F)F)F)OC(C)C)S(=O)(=O)NC1=CC(=C(C=C1)OC)F 2,3,4,5-tetrafluoro-N-(3-fluoro-4-methoxyphenyl)-6-isopropoxybenzenesulfonamide